N1-(4-Bromophenyl)-3-chloro-4-fluorobenzene-1,2-diamine BrC1=CC=C(C=C1)NC=1C(=C(C(=CC1)F)Cl)N